xylene-α,α'-diol sulfate S(=O)(=O)(O)OCC=1C(=CC=CC1)CO